1-((2S,5R)-5-(4-((2-fluoro-3-(1-methyl-1H-1,2,3-triazol-4-yl)phenyl)amino)-6-(pyrazin-2-yl)pyrimidin-2-yl)-2-methylpiperidin-1-yl)ethan-1-one FC1=C(C=CC=C1C=1N=NN(C1)C)NC1=NC(=NC(=C1)C1=NC=CN=C1)[C@@H]1CC[C@@H](N(C1)C(C)=O)C